C(C)(C)(C)OC(=O)N[C@@H]([C@H](C(=O)OCC)O)C1=CC=CC=C1 ethyl (2R,3R)-3-(tert-butoxycarbonylamino)-2-hydroxy-3-phenyl-propanoate